ClC=1C2=C(SC1C(=O)C1=C(C=CC=C1)C)C=C(C=C2)OC2OCCCC2 (3-chloro-6-((tetrahydro-2H-pyran-2-yl)oxy)benzo[b]thiophen-2-yl)(o-tolyl)methanone